FCC1N(CCC1)C(=O)NC(C(=O)O)CCN(CCCCC1=NC=2NCCCC2C=C1)CCOC(C)C 2-[[2-(fluoromethyl)pyrrolidine-1-carbonyl]amino]-4-[2-isopropoxyethyl-[4-(5,6,7,8-tetrahydro-1,8-naphthyridin-2-yl)butyl]amino]butanoic acid